C(CCC\C=C/C\C=C/C\C=C/C\C=C/C\C=C/CC)OC(C(=O)NC)CC 2-(((5Z,8Z,11Z,14Z,17Z)-icosa-5,8,11,14,17-pentaen-1-yl)oxy)-N-methylbutanamide